tert-butyl (3R)-4-(9-chloro-10-(2,4-difluorophenyl)-5-oxo-2,3-dihydro-5H-[1,4]thiazino[2,3,4-ij]quinazolin-7-yl)-3-methylpiperazine-1-carboxylate ClC=1C=C2C(=NC(N3C2=C(C1C1=C(C=C(C=C1)F)F)SCC3)=O)N3[C@@H](CN(CC3)C(=O)OC(C)(C)C)C